benzene-2-carboxylate hydrochloride Cl.C1=C(C=CC=C1)C(=O)O